COC1=C(C(=CC(=C1)C)C)C1=CC=C2C(=CC(=NC2=N1)C1CN(CCC1)C)O 7-(2-methoxy-4,6-dimethyl-phenyl)-2-(1-methyl-3-piperidyl)-1,8-naphthyridin-4-ol